N-([1,1'-biphenyl]-4-yl)-4'-bromo-N-phenyl-[1,1'-biphenyl]-4-amine C1(=CC=C(C=C1)N(C1=CC=C(C=C1)C1=CC=C(C=C1)Br)C1=CC=CC=C1)C1=CC=CC=C1